CC1=C2C=C3N(C2=CC=C1)C1=C(N=C2C3CC(N2C)=O)C=CC=C1 1,11-Dimethyl-13,13a-dihydrobenzo[2,3]pyrrolo[2',3':5,6][1,4]diazepino[1,7-a]indol-12(11H)-one